C1(CCC1)C1=NOC(=N1)C1=C2C(=NC=C1)N(C(N2C2CN(C2)C(C(=C)F)=O)=O)C=2C=NC(=CC2)C(F)(F)F 7-(3-cyclobutyl-1,2,4-oxadiazol-5-yl)-1-[1-(2-fluoroacryloyl)azetidin-3-yl]-3-[6-(trifluoromethyl)pyridin-3-yl]-2,3-dihydro-1H-imidazo[5,4-b]pyridin-2-one